FC(CC=1C=C(C(=O)[O-])C=CN1)(F)F 2-(2,2,2-trifluoroethyl)isonicotinate